7-((1R,2R,3R,5s)-2-((R)-3-(benzo[b]thiophen-2-yl)-3-hydroxypropyl)-3,5-dihydroxycyclopentyl)heptanoic acid methyl ester COC(CCCCCC[C@@H]1[C@H]([C@@H](C[C@@H]1O)O)CC[C@@H](O)C1=CC2=C(S1)C=CC=C2)=O